N-(1,3-dioxo-2,3-dihydro-1H-isoindol-2-yl)-N-(prop-2-en-1-yl)(tert-butoxy)formamide O=C1N(C(C2=CC=CC=C12)=O)N(C(=O)OC(C)(C)C)CC=C